2,4-dichloro-N-[(1R)-1-phenylethyl]-benzenemethanamine ClC1=C(C=CC(=C1)Cl)CN[C@H](C)C1=CC=CC=C1